P(=O)(O)(O)O.COC1=CC=CC=C1.COC1=CC=CC=C1.COC1=CC=CC=C1 tris(p-methoxybenzene) phosphate